4-phenoxy-1-((4-phenoxy-butyryl)glycyl)pyrrolidine-2-carboxamide O(C1=CC=CC=C1)C1CC(N(C1)C(CNC(CCCOC1=CC=CC=C1)=O)=O)C(=O)N